1-pyrazin-2-yl-2-oxa-bicyclo[2.2.2]octane N1=C(C=NC=C1)C12OCC(CC1)CC2